COC=1C=C2C(=CC1)C(N(CC21CC1)CC(=O)OC)=O methyl 2-(6-methoxy-1-oxo-spiro[3H-isoquinoline-4,1'-cyclopropane]-2-yl)acetate